2-[(1S,2S)-2-(5-Fluoropyridin-2-yl)-2-hydroxy-1-(pyridin-2-yl)Ethyl]-2,3-dihydro-1H-isoindol-1-one FC=1C=CC(=NC1)[C@H]([C@H](C1=NC=CC=C1)N1C(C2=CC=CC=C2C1)=O)O